(1-Hydroxycyclohexyl)phenylmethanone OC1(CCCCC1)C(=O)C1=CC=CC=C1